C(C1=CC=CC=C1)N1C2=C(SCC1=O)C=CC(=C2)NC(=O)NC2=CNC1=CC=C(C=C21)C2=CN=C(O2)C 1-(4-benzyl-3-oxo-3,4-dihydro-2H-benzo[b][1,4]thiazin-6-yl)-3-(5-(2-methyloxazol-5-yl)-1H-indol-3-yl)urea